2-[6-(dibenzylamino)spiro[3.3]heptan-2-yl]propan-2-ol C(C1=CC=CC=C1)N(C1CC2(CC(C2)C(C)(C)O)C1)CC1=CC=CC=C1